3-[(2R)-3-(benzyloxy)-1-{1-methanesulfonyl-1,2-dihydro-spiro[indole-3,4'-piperidin]-1'-yl}-1-oxopropan-2-yl]-5,5-dimethylimidazoline-2,4-dione C(C1=CC=CC=C1)OC[C@H](C(=O)N1CCC2(CC1)CN(C1=CC=CC=C12)S(=O)(=O)C)N1C(NC(C1=O)(C)C)=O